5-amino-3-[4-[[(2-methoxybenzoyl)amino]methyl]phenyl]-1-[(3R)-tetrahydrofurane-3-yl]pyrazole-4-carboxamide NC1=C(C(=NN1[C@H]1COCC1)C1=CC=C(C=C1)CNC(C1=C(C=CC=C1)OC)=O)C(=O)N